(E)-4-((2-(4-((E)-2-(2-chloro-4-fluorophenyl)-2-cyclobutyl-1-(3-fluoro-1H-indazol-5-yl)vinyl)phenoxy)ethyl)amino)-N,N-dimethylbut-2-enamide ClC1=C(C=CC(=C1)F)/C(=C(/C=1C=C2C(=NNC2=CC1)F)\C1=CC=C(OCCNC/C=C/C(=O)N(C)C)C=C1)/C1CCC1